ClC=1C(=NC(=NC1)N1CCN(CC1)C(C[C@@H]1NCCC1)=O)N[C@H](C)C1=C(C=C(C=C1)Cl)Cl 1-(4-(5-chloro-4-(((R)-1-(2,4-dichlorophenyl)ethyl)amino)pyrimidin-2-yl)piperazin-1-yl)-2-((R)-pyrrolidin-2-yl)ethan-1-one